1-(2-chloro-4-((7-hydroxy-6-methoxyquinazolin-4-yl)oxy)phenyl)-3-(3-(trifluoromethoxy)phenyl)urea ClC1=C(C=CC(=C1)OC1=NC=NC2=CC(=C(C=C12)OC)O)NC(=O)NC1=CC(=CC=C1)OC(F)(F)F